3,8,13,18-Tetraoxaicosanedioic acid C(COCCCCOCCCCOCCCCOCC(=O)O)(=O)O